(o-Toluoyl)acetonitrile C=1(C(=CC=CC1)C(=O)CC#N)C